ethyl 5-(N-(2-((N-((5-bromofuran-2-yl) methyl) acetamido) methyl)-4-chlorophenyl)-N-ethylsulfamoyl)-3-methylbenzofuran-2-carboxylate BrC1=CC=C(O1)CN(C(C)=O)CC1=C(C=CC(=C1)Cl)N(S(=O)(=O)C=1C=CC2=C(C(=C(O2)C(=O)OCC)C)C1)CC